C1=CC=CC=2C3=CC=CC=C3C(=CC12)C1=CC=C(NC2=CC=CC=C2)C=C1 4-(phenanthren-9-yl)-N-phenylaniline